2,4-bis(thiazol-2-yl)-3-(pyridin-2-ylmethyl)-7-methyl-3,7-diaza-bicyclo[3.3.1]nonane-9-one S1C(=NC=C1)C1C2CN(CC(C(N1CC1=NC=CC=C1)C=1SC=CN1)C2=O)C